C1(=CC=CC=C1)P([O-])(=O)C(C1=C(C=C(C=C1C)C)C)=O.[Li+].FC1(CCN(CC1)C1=NC=CC(=N1)C1=CC=C(C=C1)F)C(=O)NC1(CCN2CCC1CC2)C 4-fluoro-1-(4-(4-fluorophenyl)pyrimidin-2-yl)-N-(4-methyl-1-azabicyclo[3.2.2]non-4-yl)piperidine-4-carboxamide Lithium phenyl-2,4,6-tri-methylbenzoylphosphinate